6-bromo-3-hydroxy-3-methyl-1H-indol-2-one BrC1=CC=C2C(C(NC2=C1)=O)(C)O